FC(CN1C=NC2=C1C=C(C=C2)[C@@H]2[C@H](C2)C=2C=1N(N=C(C2)C=2C(NC(NC2)=O)=O)C=CN1)(F)F 5-(8-((1S,2S)-2-(1-(2,2,2-trifluoroethyl)-1H-benzo[d]imidazol-6-yl)cyclopropyl)imidazo[1,2-b]pyridazin-6-yl)pyrimidine-2,4(1H,3H)-dione